C1=CC=CC=2S(C3=C(C21)C=CC=C3)=O dibenzo[b,d]thiophene 5-oxide